NC1=NC=2C=C(C(=CC2C2=C1COC2)C(=O)N(C)CC2=NC=C(C=C2)Br)Cl 4-amino-N-((5-bromopyridin-2-yl)methyl)-7-chloro-N-methyl-1,3-dihydrofuro[3,4-c]quinoline-8-carboxamide